4-[2-(6-methoxypyridin-3-yl)-1,3-dioxo-2,3-dihydro-1H-isoindol-5-yl]piperazine-1-carboxylic acid tert-butyl ester C(C)(C)(C)OC(=O)N1CCN(CC1)C=1C=C2C(N(C(C2=CC1)=O)C=1C=NC(=CC1)OC)=O